N-[2-[[(3R,4R)-4-[4-Chloro-2-(5-fluoro-2-pyridyl)-1H-imidazol-5-yl]-3-methyl-1-piperidyl]sulfonyl]ethyl]cyclopropanesulfonamide ClC=1N=C(NC1[C@H]1[C@H](CN(CC1)S(=O)(=O)CCNS(=O)(=O)C1CC1)C)C1=NC=C(C=C1)F